C[C@H]1[C@@H](CN(C1)CC=1C=C2C=CC(=NC2=CC1)C1CCOCC1)OC=1C=C2CN(C(C2=CC1)=O)C1C(NC(CC1)=O)=O 3-(5-(((3S,4R)-4-Methyl-1-((2-(tetrahydro-2H-pyran-4-yl)quinolin-6-yl)methyl)-pyrrolidin-3-yl)oxy)-1-oxoisoindolin-2-yl)piperidine-2,6-dione